1,2-diaminophenethylamine NC1(CCN)C(C=CC=C1)N